COC(/C(=N/OC)/C1=C(C(=CC=C1)C)CO/N=C/1\CCC2=C(C=CC=C12)Br)=O (2E)-2-[2-[[(E)-(4-bromoindan-1-ylidene)amino]oxymethyl]-3-methyl-phenyl]-2-methoxyimino-acetic acid methyl ester